6-(4-((2R,6S)-4-acryloyl-6-((S)-1-hydroxyethyl)morpholin-2-yl)-6-chloropyridin-2-yl)-N-methylpyrimidine C(C=C)(=O)N1C[C@H](O[C@@H](C1)[C@H](C)O)C1=CC(=NC(=C1)Cl)C1=CC=NCN1C